3-methyl-5-(N-(3-morpholinyl)-N-(2-oxo-phenylethyl)sulfamoyl)-3-methylbenzofuran-2-carboxylic acid CC1(C(OC2=C1C=C(C=C2)S(N(CCC2C(C=CC=C2)=O)C2NCCOC2)(=O)=O)C(=O)O)C